C1(CC1)C1=NC(=C(C(=N1)NC1=NNC2=CC(=CC=C12)[C@@H]1C[C@@]12C(NC1=CC=C(C=C21)OC)=O)OC)N2C[C@H](O[C@H](C2)C)C (1R,2S)-2-[3-({2-cyclopropyl-6-[(2R,6S)-2,6-dimethylmorpholin-4-yl]-5-methoxypyrimidin-4-yl}amino)-1H-indazol-6-yl]-5'-methoxyspiro[cyclopropane-1,3'-indol]-2'(1'H)-one